C=1N=CN2C1C1=CC=CC=C1[C@H]2[C@@H]2[C@@H](C1CCC2CC1)O (2R,3R)-3-((R)-5H-imidazo[5,1-a]isoindol-5-yl)bicyclo[2.2.2]octan-2-ol